2-cyclopropyl-N-[1-methyl-3-(trifluoromethyl)-1H-pyrazol-4-yl]pyrimidine-5-carboxamide C1(CC1)C1=NC=C(C=N1)C(=O)NC=1C(=NN(C1)C)C(F)(F)F